2-((5-isobutyl-4-(3-methoxy-5-(trifluoromethyl)phenyl)thiazol-2-yl)amino)-5-(thiophen-2-yl)nicotinic Acid C(C(C)C)C1=C(N=C(S1)NC1=C(C(=O)O)C=C(C=N1)C=1SC=CC1)C1=CC(=CC(=C1)C(F)(F)F)OC